N-(2-aminoethyl)octahydrocyclopentapyrrole-2-carboxamide NCCNC(=O)C1NC2C(C1)CCC2